(S)-(+)-5-(hydroxymethyl)-2-pyrrolidone OC[C@@H]1CCC(N1)=O